N/C(/SC)=N/C(OC(C)(C)C)=O tert-butyl (Z)-(amino(methylthio)methylene)carbamate